FC(COC1=NC(=CC(=C1C(=O)NCC1=CC=C(C=C1)F)C)N1CCOCC1)F 2-(2,2-Difluoro-ethoxy)-N-[(4-fluorophenyl)-methyl]-4-methyl-6-morpholin-4-yl-pyridine-3-carboxylic acid amide